racemic-(1R,2R,4S)-7-azabicyclo[2.2.1]heptan-2-ol [C@H]12[C@@H](C[C@H](CC1)N2)O |r|